S1C(=NC2=C1C=CC=C2)[C@H](CCC(N)=O)NC(OC(C)(C)C)=O tert-butyl N-[(1S)-1-(1,3-benzothiazol-2-yl)-3-carbamoylpropyl]carbamate